diethoxyphosphorous acid chloride C(C)OP(OCC)(Cl)(Cl)Cl